C1(=CC=CC=2C(C3=CC=CC=C3C(C12)=O)=O)SC1=CC=CC=2C(C3=CC=CC=C3C(C12)=O)=O (anthraquinonyl)sulfide